N-{2-[1-benzyl-4-(hydroxymethyl)piperidin-4-yl]ethyl}-1-[4-(trifluoromethoxy)phenyl]piperidine-4-carboxamide C(C1=CC=CC=C1)N1CCC(CC1)(CO)CCNC(=O)C1CCN(CC1)C1=CC=C(C=C1)OC(F)(F)F